ClP(C1=CC(=C(C=C1)C)C)C1=CC(=C(C=C1)C)C Chlorobis(3,4-dimethylphenyl)phosphine